Taurine lactate C(C(O)C)(=O)O.NCCS(=O)(=O)O